(2S)-2-(4,5-dichloro-6-oxo-pyridazin-1-yl)propanoic acid ClC=1C=NN(C(C1Cl)=O)[C@H](C(=O)O)C